3,4-dimethylbenzylisocyanate CC=1C=C(CN=C=O)C=CC1C